C(C1=CC=CC=C1)OC1=C(N(N=C1C)CCC1=CC=CC=C1)C(=O)OC methyl 4-benzyloxy-5-methyl-2-(2-phenylethyl)pyrazole-3-carboxylate